6-Nitro-2,4,6-triamino-1,3,5-triazine [N+](=O)([O-])C1(N=C(N=C(N1)N)N)N